C1(CC1)C1=C(C(=NO1)C1=C(C=CC=C1)OC(F)(F)F)C1=CC2(C1)CCN(CC2)C=2C=C1C=NN(C1=CC2)C 5-(2-(5-Cyclopropyl-3-(2-(trifluoromethoxy)phenyl)isoxazol-4-yl)-7-azaspiro[3.5]non-1-en-7-yl)-1-methyl-1H-indazol